(R)-6-chloro-2-(5-(1,2-dimethoxyethyl)-4H-1,2,4-triazol-3-yl)-5-methoxy-1-methyl-3-(1H-pyrazol-4-yl)-1H-pyrrolo[3,2-b]pyridine ClC=1C=C2C(=NC1OC)C(=C(N2C)C2=NN=C(N2)[C@H](COC)OC)C=2C=NNC2